benzyl 3,7-bis(dimethylamino)-10H-phenothiazine-10-carboxylate CN(C=1C=CC=2N(C3=CC=C(C=C3SC2C1)N(C)C)C(=O)OCC1=CC=CC=C1)C